COC(=O)[C@@H]1N(C[C@@H](C1)O[Si](C1=CC=CC=C1)(C1=CC=CC=C1)C(C)(C)C)C(=O)OC(C)(C)C (2R,4R)-4-((tert-Butyldiphenylsilyl)oxy)pyrrolidine-1,2-dicarboxylic acid 1-(tert-butyl) 2-methyl ester